COCCN1N=CC(=C1)C1=NN2C(=NC=3C=CC=CC3C2=N1)NC=1C(N=CC=CC1)=O (3R)-3-({2-[1-(2-methoxyethyl)-1H-pyrazol-4-yl][1,2,4]triazolo[1,5-c]quinazolin-5-yl}amino)azepin-2-one